4-(p-methoxyphenyl)-2-butanone CC(=O)CCC1=CC=C(C=C1)OC